ClC=1C=2C(=CNC2C2=C(C1)CCS(N2)(=O)=O)Cl 6,7-dichloro-1,3,4,9-tetrahydro-[1,2]thiazino[4,3-g]indole 2,2-dioxide